10-oxononadecanedioic acid O=C(CCCCCCCCC(=O)O)CCCCCCCCC(=O)O